C(C1=CC=CC=C1)N1[C@H]2CC(C[C@@H]1CC2)NC(=O)C2=CC=C1C(=CNC1=C2)C#N N-((1R,3s,5S)-8-benzyl-8-azabicyclo[3.2.1]octan-3-yl)-3-cyano-1H-indole-6-carboxamide